O1C(OCC1)CN1C=NC=2N(C(N(C)C(C12)=O)=O)C 7-(1,3-dioxolan-2-ylmethyl)theophylline